CC(C#C)(C)C=CCCP(O)(=O)CCC=C.CC(C#C)(C)OP(=O)(CC=C)CC=C di(2-propenyl)phosphinic acid 1,1-dimethyl-2-propynyl ester 1,1-dimethyl-2-propynyl-bis(3-butenyl)phosphinate